CN(C1=CC=C(C=C1)C1=NC(=C2C(=N1)N(N=C2)C)NC(=O)C=2SC(=CC2)[N+](=O)[O-])C N-(6-(4-(dimethylamino)phenyl)-1-methyl-1H-pyrazolo[3,4-d]pyrimidin-4-yl)-5-nitrothiophene-2-carboxamide